6-(6-chloropyrazolo[1,5-a]pyrazin-3-yl)isoquinoline ClC=1N=CC=2N(C1)N=CC2C=2C=C1C=CN=CC1=CC2